anisylidenepropanal C(C1=CC=C(C=C1)OC)=C(C=O)C